tert-butyl ((2H-spiro[benzofuran-3,4'-piperidin]-5-yl)methyl)carbamate N1CCC2(CC1)COC1=C2C=C(C=C1)CNC(OC(C)(C)C)=O